C(C)(C)(C)OC(=O)N1CC(CC1)C1=CC(=CC(=C1)Cl)Cl.C1(CC1)C(=O)C=1N=C2N(N1)[C@@H](C[C@H]2O)C2=C(C=CC=C2)C Cyclopropyl-((5s,7r)-7-hydroxy-5-(o-tolyl)-6,7-dihydro-5H-pyrrolo[1,2-b][1,2,4]triazol-2-yl)methanone tert-Butyl-3-(3,5-dichlorophenyl)pyrrolidine-1-carboxylate